ClC=1C=CC(=C(C1)NS(=O)(=O)C1=CC=C(C(=O)NCC=2C=CC=3N(C2)C=CN3)C=C1)OC 4-[(5-chloro-2-methoxyphenyl)sulfamoyl]-N-{imidazo[1,2-a]pyridin-6-ylmethyl}benzamide